4-(2-(4-(1H-pyrazol-1-yl)phenyl)-6-(4-(methylsulfonyl)piperazine-1-carbonyl)pyrimidin-4-yl)butanal N1(N=CC=C1)C1=CC=C(C=C1)C1=NC(=CC(=N1)CCCC=O)C(=O)N1CCN(CC1)S(=O)(=O)C